CC(CCCNC(=O)C=1C(=NC(=CC1C)N1CCOCC1)C(C)C)(C)C N-(4,4-Dimethyl-pentyl)-2-isopropyl-4-methyl-6-morpholin-4-yl-pyridine-3-carboxylic acid amide